ClC=1C=C(C(=NC1)OC)S(=O)(=O)NC1=C(C(=C(C=C1)F)C=1N=CC=2N(C1)C=NC2C=2N(C=CN2)COCC[Si](C)(C)C)F 5-Chloro-N-[2,4-difluoro-3-[1-(1-[[2-(trimethylsilyl)ethoxy]methyl]imidazol-2-yl)imidazo[1,5-a]pyrazin-6-yl]phenyl]-2-methoxypyridine-3-sulfonamide